dihydro-3-(2-(diallylamino) ethyl)-1H-indol-5-yl phosphate P(=O)(OC=1C=C2C(CNC2=CC1)CCN(CC=C)CC=C)([O-])[O-]